phenyl-(pyrene-4-yl)methanol C1(=CC=CC=C1)C(O)C=1C2=CC=CC3=CC=C4C=CC=C(C1)C4=C32